C([C@@H](C)CCC[C@@H](C)[C@H]1[C@H]([C@@H]([C@H]2[C@@]3([C@H]([C@@H]([C@H]4[C@H]([C@H](CC[C@]4(C)[C@H]3CC[C@]12C)O)O)O)O)O)O)O)O (25S)-5alpha-cholestan-3beta,4beta,6alpha,7beta,8beta,15alpha,16beta,26-octol